8-amino-6-(4-fluorophenyl)-5-(4-methylquinolin-6-yl)imidazo[1,2-a]pyrazine-2-carboxamide NC=1C=2N(C(=C(N1)C1=CC=C(C=C1)F)C=1C=C3C(=CC=NC3=CC1)C)C=C(N2)C(=O)N